FC1=C2C(N(C=NC2=CC(=C1)C=1C=C(C=2N(C1)C=C(N2)C)F)C2CNCCC2=O)=O 5-fluoro-7-{8-fluoro-2-methylimidazo[1,2-a]pyridin-6-yl}-3-(4-oxopiperidin-3-yl)quinazolin-4-one